C(C)(C)(C)C=1C=CC=2C(NS(C=3C=CC=C(NC(CCC4CC(N(C2N1)C4)(C)C)C(=O)N)N3)(=O)=O)=O 8-tert-butyl-12,12-dimethyl-2,2,4-trioxo-2λ6-thia-3,9,11,18,23-pentaazatetracyclo[17.3.1.111,14.05,10]tetracosa-1(23),5(10),6,8,19,21-hexaene-17-carboxamide